(1R,3s,5S)-8-methyl-8-azabicyclo[3.2.1]octan CN1[C@@H]2CCC[C@H]1CC2